CC1=C(C2=C(N(C=N2)COCC[Si](C)(C)C)C=C1C)C1CCC=2C(=NC=NC2C1)N1CCN(CC1)C(C=C)=O 1-[4-[7-[5,6-dimethyl-1-(2-trimethylsilylethoxymethyl)benzimidazol-4-yl]-5,6,7,8-tetrahydroquinazolin-4-yl]Piperazin-1-yl]Prop-2-en-1-one